C(C)(C)(C)OCCCCCCC1=C(CC2=CC=3CCCC3C(=C12)C1=CC=C(C=C1)C(C)(C)C)C 3-(6-(tert-butoxy)hexyl)-4-(4-(tert-butyl)phenyl)-2-methyl-1,5,6,7-tetrahydro-s-indacen